amino-5-nitro-2,1-benzisothiazole NC=1SN=C2C1C=C(C=C2)[N+](=O)[O-]